BrC1=C(C=C(C=C1)Cl)C(C(=O)OC)(C)C methyl 2-(2-bromo-5-chlorophenyl)-2-methylpropanoate